CC(C)CCCC(CCCCC)C 2,6-Dimethylundecane